(R)-2-acetoxy-3-(1-acetyl-7-methyl-1H-indazol-5-yl)propanoic acid C(C)(=O)O[C@@H](C(=O)O)CC=1C=C2C=NN(C2=C(C1)C)C(C)=O